N[C@H]1CN(CCC1)C1=NC=NC=2CC(CCC12)C#N 4-((R)-3-aminopiperidin-1-yl)-5,6,7,8-tetrahydroquinazoline-7-carbonitrile